3-(2-(palmitoyloxy)-2,2-diphenylacetoxy)spiro[bicyclo[3.2.1]octane-8,1'-pyrrolidin]-8-ium chloride [Cl-].C(CCCCCCCCCCCCCCC)(=O)OC(C(=O)OC1CC2CCC(C1)[N+]21CCCC1)(C1=CC=CC=C1)C1=CC=CC=C1